tert-butyl 4-(5-(1-methoxy-1-oxopropan-2-yl)pyridin-2-yl)-2,2-dimethylpiperazine-1-carboxylate COC(C(C)C=1C=CC(=NC1)N1CC(N(CC1)C(=O)OC(C)(C)C)(C)C)=O